tert-butyl (4S)-4-[2-(tert-butylsulfinyl amino)-2-phenyl-ethyl]-2,2-dimethyl-pyrrolidine-1-carboxylate C(C)(C)(C)S(=O)NC(C[C@H]1CC(N(C1)C(=O)OC(C)(C)C)(C)C)C1=CC=CC=C1